2-Fluoro-5-[(3S)-3-methyl-2,3,4,5-tetrahydropyridin-6-Yl]pyridine FC1=NC=C(C=C1)C=1CC[C@@H](CN1)C